CC1=NC2=CC=C(C=C2C(=N1)C=1SC(=NN1)C)S(=O)(=O)Cl 2-methyl-4-(5-methyl-1,3,4-thiadiazol-2-yl)quinazoline-6-sulfonyl chloride